C[C@H]1CN(C[C@H](O1)C)C=1C=CC=2N(N1)C(=CN2)C=2C=C1C(=NNC1=CC2)C(F)(F)F (2S,6R)-2,6-dimethyl-4-(3-(3-(trifluoromethyl)-1H-indazol-5-yl)imidazo[1,2-b]pyridazin-6-yl)morpholine